5-(1-ethyl-6,6-dimethyl-4,5,6,7-tetrahydro-1H-indazol-3-yl)-1,2,4-oxadiazole C(C)N1N=C(C=2CCC(CC12)(C)C)C1=NC=NO1